CC1CC(CCC1)SCC1=CC=C(C=C1)B(O)O (4-([(3-METHYLCYCLOHEXYL)SULFANYL]METHYL)PHENYL)BORANEDIOL